2,2-dimethoxy-N-(methyldimethoxysilyloctyl)-1-aza-2-silacyclopentane CO[Si]1(N(CCC1)CCCCCCCC[Si](OC)(OC)C)OC